NC1=C2C(=NC=N1)N(N=C2C2=CC(=C(C=C2)NC(=O)NC2=CC(=NN2C2=CC=C(C=C2)C)C(CO)(C)C)Cl)C 1-(4-{4-amino-1-methyl-1H-pyrazolo[3,4-d]pyrimidin-3-yl}-2-chlorophenyl)-3-[3-(1-hydroxy-2-methylpropan-2-yl)-1-(4-methylphenyl)-1H-pyrazol-5-yl]urea